OC(C1=NN=C(C2=CC=CC=C12)C1=C(C=C(C=C1)C(F)(F)F)O)C1CN(CCC1)C 2-(4-(hydroxy(1-methylpiperidin-3-yl)methyl)phthalazin-1-yl)-5-(trifluoromethyl)phenol